C[Sn](C)(C)CC=1C=C2C=CC(=CC2=CC1)N1CCCCC1 1-(6-((trimethylstannyl)methyl)naphthalene-2-yl)piperidine